FC=1C=C(C#N)C=C(C1)OC1=CC=C(C=2[S@](C([C@H](C21)F)(F)F)=O)C(F)(F)F 3-fluoro-5-(((1R,3S)-2,2,3-trifluoro-1-oxido-7-(trifluoromethyl)-2,3-dihydrobenzo[b]thiophen-4-yl)oxy)benzonitrile